5-methyl-6-(3-(trifluoromethyl)-7,8-dihydro-1,6-naphthyridin-6(5H)-yl)nicotinamide CC=1C(=NC=C(C(=O)N)C1)N1CC=2C=C(C=NC2CC1)C(F)(F)F